C[C@@]12N(C=3C=CC=CC3[C@@]1([C@H](C2)C2=NC=CC=C2)C(=O)C2=CC=CC=C2)C(=O)C2=CC=CC=C2 ((1S,2aS,7bR)-2a-methyl-1-(pyridin-2-yl)-2,2a-dihydro-1H-cyclobuta[b]indole-3,7b-diyl)bis(phenylmethanone)